α-vinyl-toluene C(=C)CC1=CC=CC=C1